(E)-cyclooct-2-en-1-yl (3,5-dimethylphenyl)carbamate CC=1C=C(C=C(C1)C)NC(OC1\C=C\CCCCC1)=O